(1S,3aR,6aS)-2-(1H-indole-2-carbonyl)octahydrocyclopenta[c]pyrrole-1-carboxylic acid N1C(=CC2=CC=CC=C12)C(=O)N1[C@@H]([C@@H]2[C@H](C1)CCC2)C(=O)O